O=C1NC(CCC1N1C(C2=CC(=C(C=C2C1=O)N1CCC2(CCN(C2)C(=O)OC(C)(C)C)CC1)F)=O)=O tert-butyl 8-[2-(2,6-dioxo-3-piperidyl)-6-fluoro-1,3-dioxo-isoindolin-5-yl]-2,8-diazaspiro[4.5]decane-2-carboxylate